4-((7,7-difluoro-9-isopropyl-5-methyl-6-oxo-6,7,8,9-tetrahydro-5H-pyrimido[4,5-b][1,4]diazepin-2-yl)amino)-3-methoxy-N-(3,9-diazaspiro[5.5]undecan-3-yl)benzamide FC1(C(N(C2=C(N(C1)C(C)C)N=C(N=C2)NC2=C(C=C(C(=O)NN1CCC3(CC1)CCNCC3)C=C2)OC)C)=O)F